C1(CC1)CNN1NN2C(C=C1)=C(C=C2)C=2C=NC=1N(C2)C=CN1 N-(Cyclopropylmethyl)-5-(imidazo[1,2-a]pyrimidin-6-yl)pyrrolo[2,1-f]triazin-2-amine